CC1=CC(=NN1C1CC(CCC1)C(F)(F)F)N1CCN(CC1)C(=O)OC(C)(C)C tert-butyl 4-[5-methyl-1-[3-(trifluoromethyl)cyclohexyl]pyrazol-3-yl]piperazine-1-carboxylate